ClC1=C(C=C2CC(NC2=C1)=O)CCCl 6-chloro-5-(2-chloroethyl)-1,3-dihydro-2H-indol-2-one